The molecule is a monocarboxylic acid amide that is the N-octyl amide of homovanillic acid. It has a role as a protective agent. It is a monocarboxylic acid amide and a member of guaiacols. It derives from a homovanillic acid. CCCCCCCCNC(=O)CC1=CC(=C(C=C1)O)OC